F[C@@H]1CN(CC[C@@H]1NC1=C2C=C(N(C2=CC=C1)CC(F)(F)F)C#CCNC1=C(C=C(C(=O)NC(C)C)C=C1)OC)C 4-[3-[4-[[(3R,4S)-3-fluoro-1-methyl-4-piperidyl]amino]-1-(2,2,2-trifluoroethyl)indol-2-yl]prop-2-ynylamino]-N-isopropyl-3-methoxy-benzamide